C(C)OC(=O)C1CC(C1)(C1=CC2=CC=CC=C2C=C1)O 3-hydroxy-3-(naphthalen-2-yl)cyclobutane-1-carboxylic acid ethyl ester